BrS1C=C(C2=C1C=CO2)Br 4,6-dibromo-thienofuran